COCCOCCOC(C)OCCOCCOC acetaldehyde bis[2-(2-methoxyethoxy) ethyl] acetal